ClC=1C(=C(C=CC1)NC1=C(C(=O)NC2=CC=C(C=C2)N2CCNCC2)C=CC(=C1)Br)C 2-((3-chloro-2-methylphenyl)amino)-4-bromo-N-(4-(piperazin-1-yl)phenyl)benzamide